C(C1=CC=CC=C1)OC1=NC=C(C=C1)C1=CC(=NN1)C(F)(F)F 2-(benzyloxy)-5-(3-(trifluoromethyl)-1H-pyrazol-5-yl)pyridine